Cl.CN(CCNC)C N,N,N'-trimethyl-ethylenediamine hydrochloride